NC1=NC=2C=CC(=CC2C2=C1[C@H](OC2)C)C(=O)N(CC2=NC=C(C=C2)C#N)[C@H]2[C@H](CCC2)C#N (3R)-4-amino-N-((1R,2s)-2-cyanocyclopentyl)-N-((5-cyano-2-pyridinyl)methyl)-3-methyl-1,3-dihydrofuro[3,4-c]quinoline-8-carboxamide